CN(S(=O)(=O)C1=CC=C(C=C1)C)CC1CCNCC1 N,4-dimethyl-N-(piperidine-4-ylmethyl)benzenesulfonamide